[C@H]12CN(C[C@H](CC1)N2)C2=NC(=NC=1CC3(CCC21)CCCC2=CC=CC=C23)OC[C@]23CCCN3C[C@@H](C2)F 4'-((1R,5S)-3,8-Diazabicyclo[3.2.1]octan-3-yl)-2'-(((2R,7aS)-2-fluorotetrahydro-1H-pyrrolizin-7a(5H)-yl)methoxy)-3,4,5',8'-tetrahydro-2H,6'H-spiro[naphthalene-1,7'-quinazoline]